2-Ethoxyethyl-N-phenylurethan C(C)OCCN(C(=O)OCC)C1=CC=CC=C1